4-methyl-5,7-dihydroxycoumarin CC1=CC(OC2=CC(=CC(=C12)O)O)=O